tris(2-(1H-pyrazol-1-yl)-4-tert-butylpyridine)-tris(bis(trifluoromethanesulfonyl) imide) [N-](S(=O)(=O)C(F)(F)F)S(=O)(=O)C(F)(F)F.[N-](S(=O)(=O)C(F)(F)F)S(=O)(=O)C(F)(F)F.[N-](S(=O)(=O)C(F)(F)F)S(=O)(=O)C(F)(F)F.N1(N=CC=C1)C1=NC=CC(=C1)C(C)(C)C.N1(N=CC=C1)C1=NC=CC(=C1)C(C)(C)C.N1(N=CC=C1)C1=NC=CC(=C1)C(C)(C)C